(±)-(4-methoxybutan-2-yl)hydrazine COCC[C@@H](C)NN |r|